NCCN(CCN(CCNCC(=O)O)C(=O)O)C(=O)O (2-((2-((2-aminoethyl)(carboxy)amino)ethyl)(carboxy)amino)ethyl)glycine